[Mn].[Sr].[Pr] praseodymium-strontium-manganese